FCCCCCCC1=CC(=C(C=C1OC)CCN)OC 2-(4-(6-fluorohexyl)-2,5-dimethoxyphenyl)ethanamine